(5''-bromodispiro[cyclopropane-1,1'-cyclohexane-4',3''-indolin]-1''-yl)(3-((3-(difluoromethyl)pyrrolidin-1-yl)sulfonyl)phenyl)methanone BrC=1C=C2C3(CN(C2=CC1)C(=O)C1=CC(=CC=C1)S(=O)(=O)N1CC(CC1)C(F)F)CCC1(CC3)CC1